C(CC(O)(C(=O)[O-])CC(=O)[O-])(=O)[O-].[Cs+].NC1=C2C(=NC=N1)N(N=C2C2=CC=C1C(=NNC1=C2)C)C(C)C=2OC1=CC=C(C=C1C(C2C2=CC=CC=C2)=O)F.[Cs+].[Cs+] 2-(1-(4-amino-3-(3-methyl-1H-indazol-6-yl)-1H-pyrazolo[3,4-d]pyrimidin-1-yl)ethyl)-6-fluoro-3-phenyl-4H-chromen-4-one cesium citrate salt